(S)-4-(2,3-difluoro-4-(4,4,5,5-tetramethyl-1,3,2-dioxaborolan-2-yl)phenyl)-2-isopropylmorpholine FC1=C(C=CC(=C1F)B1OC(C(O1)(C)C)(C)C)N1C[C@@H](OCC1)C(C)C